OB1OCC2=C1C=CC(=C2)F 1-hydroxy-5-fluoro-1,3-dihydro-2,1-benzoxaborole